N-(1-(4-bromophenyl)-2-hydroxyethyl)-2-chloropropionamide BrC1=CC=C(C=C1)C(CO)NC(C(C)Cl)=O